C1(CC1)C(=O)NC1=NC=C(C(=O)NC)C(=C1)NC1=NN(C2=C1C(N(C=C2)CC(F)(F)F)=O)C 6-(Cyclopropanecarboxamido)-N-methyl-4-((1-methyl-4-oxo-5-(2,2,2-trifluoroethyl)-4,5-dihydro-1H-pyrazolo[4,3-c]pyridin-3-yl)amino)nicotinamide